FC1=CNC2=CC(=CC=C12)NC=1C=NC=C(C1C)OCCC1=CC=C(C=C1)C(F)(F)F 3-fluoro-N-(4-methyl-5-{2-[4-(trifluoromethyl)phenyl]ethoxy}pyridin-3-yl)-1H-indol-6-amine